(R)-1-phenylethyl (5-(4-bromophenyl)-3-methylisoxazol-4-yl)carbamate BrC1=CC=C(C=C1)C1=C(C(=NO1)C)NC(O[C@H](C)C1=CC=CC=C1)=O